C(C)N1N=CC(=C1)C1=CC=2C3=C(C=NC2C=C1OC)N(C(N3C3=C(C=NC=C3)C)=O)C 8-(1-Ethyl-1H-pyrazol-4-yl)-7-methoxy-3-methyl-1-(3-methylpyridin-4-yl)-1,3-dihydroimidazo[4,5-c]quinolin-2-one